C(C=C)(=O)OCCCCCCCC[Si](OCC)(OCC)OCC acryloyloxyoctyl-triethoxysilane